C(CCCCCCCCCCCCCCCCC)OC(CCC1=CC(=C(C(=C1)C(C)(C)C)O)C(C)(C)C)=O octadecyl-3-(3',5'-di-tert-butyl-4-hydroxyphenyl)propionate